COC1=C(C=CC=C1C=1OC(=NN1)C)NC1=CC(=NC=C1C(=O)NC)NC1=NC(=CC=C1)C 4-((2-methoxy-3-(5-methyl-1,3,4-oxadiazol-2-yl)phenyl)amino)-N-methyl-6-((6-methylpyridin-2-yl)amino)nicotinamide